(S)-2-((((9H-fluoren-9-yl)methoxy)carbonyl)(methyl)amino)-2-methyl-3-(1-trityl-1H-imidazol-4-yl)propanoic acid C1=CC=CC=2C3=CC=CC=C3C(C12)COC(=O)N([C@](C(=O)O)(CC=1N=CN(C1)C(C1=CC=CC=C1)(C1=CC=CC=C1)C1=CC=CC=C1)C)C